FC(C)(F)C1=NC(=CC(=N1)NC1=CC(=NC=C1C1=NC=C(N=C1)COC)NC(C)=O)CC N-(4-((2-(1,1-difluoroethyl)-6-ethylpyrimidin-4-yl)amino)-5-(5-(methoxymethyl)pyrazin-2-yl)pyridin-2-yl)acetamide